(4-((5,7-difluorochroman-4-yl) oxy)-6-(dimethylcarbamoyl)-2-methyl-1H-benzo[d]imidazol-1-yl) methylphosphonate sodium [Na+].CP(ON1C(=NC2=C1C=C(C=C2OC2CCOC1=CC(=CC(=C21)F)F)C(N(C)C)=O)C)([O-])=O